(rac)-(R)-N-(4-(3-methyl-5,6-dihydro-8H-imidazo[5,1-c][1,4]oxazin-5-yl)phenyl)-2-(pyridin-3-yl)acetamide CC1=NC=C2COC[C@H](N21)C2=CC=C(C=C2)NC(CC=2C=NC=CC2)=O |r|